2,7-dibromo-benzothiadiazole BrN1SC2=C(N1)C=CC=C2Br